1-(2-((1R,3S,4S)-3-((6-methylpyridin-2-yl)carbamoyl)-2-azabicyclo[2.2.1]heptan-2-yl)-2-oxoethyl)-5-(quinolin-7-yl)-1H-indole-3-carboxamide CC1=CC=CC(=N1)NC(=O)[C@H]1N([C@@H]2CC[C@H]1C2)C(CN2C=C(C1=CC(=CC=C21)C2=CC=C1C=CC=NC1=C2)C(=O)N)=O